N[C@@H](COC(C(F)(F)F)(C)C)C=1N=C2N(N=CC(=C2)CN2C(NCC(C2)(F)F)=O)C1 (R)-1-((2-(1-Amino-2-((1,1,1-trifluoro-2-methylpropan-2-yl)oxy)ethyl)imidazo[1,2-b]pyridazin-7-yl)methyl)-5,5-difluorotetrahydropyrimidin-2(1H)-one